1-hydroxy-cyclohexylphenol OC1(CCCCC1)C1=C(C=CC=C1)O